NCCCCCN1CC(N(CC1)C(=O)OC(C)(C)C)C1=CC=CC=C1 tert-butyl 4-(5-aminopentyl)-2-phenylpiperazine-1-carboxylate